6-isopropyl-7-oxo-5H-pyrrolo[3,4-b]pyrazine-3-carbaldehyde C(C)(C)N1C(C2=NC=C(N=C2C1)C=O)=O